2-(6-methoxy-1H-pyrrolo[3,2-c]pyridin-7-yl)-5-(4-methylpiperazin-1-yl)-1H-benzo[d]Imidazole COC1=C(C2=C(C=N1)C=CN2)C2=NC1=C(N2)C=CC(=C1)N1CCN(CC1)C